Tert-butyl 2-(2-(2-cyclopropylphenyl)-4-methyl-3-oxopiperazin-1-yl)-7-azaspiro[3.5]nonane-7-carboxylate C1(CC1)C1=C(C=CC=C1)C1N(CCN(C1=O)C)C1CC2(C1)CCN(CC2)C(=O)OC(C)(C)C